NC1=NC2=C(C=CC=C2C(=N1)C(=O)NCC1=NC(=CC=C1)COC1=NC=CC=C1)F 2-amino-8-fluoro-N-[[6-(2-pyridyloxymethyl)-2-pyridyl]methyl]quinazoline-4-carboxamide